COC1=CC=C(CN(S(=O)(=O)[C@@H](C)CC=C)CC2=CC=C(C=C2)OC)C=C1 (S)-N,N-BIS(4-METHOXYBENZYL)PENT-4-ENE-2-SULFONAMIDE